N-tert-butyl-4-[[2-(5-chloro-2-fluoro-phenyl)acetyl]amino]pyridine-2-carboxamide C(C)(C)(C)NC(=O)C1=NC=CC(=C1)NC(CC1=C(C=CC(=C1)Cl)F)=O